Tert-butyl-N-[4-[1-(2,6-dioxo-3-piperidyl)-3-methyl-2-oxo-benzimidazol-5-yl]cyclohex-3-en-1-yl]carbamate C(C)(C)(C)OC(NC1CC=C(CC1)C1=CC2=C(N(C(N2C)=O)C2C(NC(CC2)=O)=O)C=C1)=O